(5-(2,5-difluorophenyl)-4,5-dihydro-1H-pyrazol-1-yl)(3-((4-fluoro-1H-indazol-1-yl)-methyl)bicyclo[1.1.1]pentan-1-yl)methanone FC1=C(C=C(C=C1)F)C1CC=NN1C(=O)C12CC(C1)(C2)CN2N=CC1=C(C=CC=C21)F